OC1=C(C(=CC(=C1C(=O)[N@@]1C(C1)C)CCCCC)O)C1=CC(=CC=C1)C (S)-(2,6-dihydroxy-3'-methyl-4-pentyl-[1,1'-biphenyl]-3-yl)(2-methylaziridin-1-yl)methanone